(2S,4R)-N-[2-[[4-[[3-(2,3-Difluoro-4-methoxyphenyl)imidazo[1,2-a]pyrazin-8-yl]amino]-2-methylbenzoyl]amino]ethyl]-4-hydroxypyrrolidin-2-carboxamid FC1=C(C=CC(=C1F)OC)C1=CN=C2N1C=CN=C2NC2=CC(=C(C(=O)NCCNC(=O)[C@H]1NC[C@@H](C1)O)C=C2)C